C(CCC)N(CCO[SiH3])CCCC 2-(dibutylamino)ethoxylsilane